ethanone dihydrochloride Cl.Cl.C(C)=O